C(C)(C)(C)C=1SC(=CN1)C1=CC(=NC=C1)N(C(=O)[C@@H]1CC[C@H](CC1)CC(=O)O)CC12CCC(CC1)(CC2)C2=CC(=C(C=C2)OC)C trans-2-(4-((4-(2-(tert-Butyl)thiazol-5-yl)pyridin-2-yl)((4-(4-methoxy-3-methylphenyl)bicyclo[2.2.2]octan-1-yl)methyl)carbamoyl)cyclohexyl)acetic acid